5-(3-amino-3-(pyridin-2-yl)piperidin-1-yl)-2-(4-fluorophenyl)pyridin NC1(CN(CCC1)C=1C=CC(=NC1)C1=CC=C(C=C1)F)C1=NC=CC=C1